C(C)(C)N1[C@@H]2CN[C@H](C1)C2 (1s,4S)-5-isopropyl-2,5-diazabicyclo[2.2.1]heptan